racemic-methyl 2-(3-(3,4-dichlorobenzamido)bicyclo[1.1.1]pentan-1-yl)propanoate ClC=1C=C(C(=O)NC23CC(C2)(C3)[C@H](C(=O)OC)C)C=CC1Cl |r|